N1=NN(C2=NC=CC=C21)O 3H-1,2,3-triazolo[4,5-b]pyridin-3-ol